4-amino-6-bromopyridazine-3-carboxylic acid NC1=C(N=NC(=C1)Br)C(=O)O